1-(4-cyclohexyl-3,4-dihydroquinoxalin-1(2H)-yl)-3-(pyrrolidine-1-yl)propan-1-one C1(CCCCC1)N1CCN(C2=CC=CC=C12)C(CCN1CCCC1)=O